FC(COC(OCC(C(C(C(F)F)(F)F)(F)F)(F)F)=O)(C(C(C(F)F)(F)F)(F)F)F bis(2,2,3,3,4,4,5,5-octafluoropentyl)carbonate